FC1=C(C=CC(=C1)N1CCC2(CCNC2)CC1)NC(=O)C=1C(=CC=2N(C1)C=C(N2)C)OC N-(2-fluoro-4-(2,8-diazaspiro[4.5]decan-8-yl)phenyl)-7-methoxy-2-methylimidazo[1,2-a]pyridine-6-carboxamide